N-(5-chloro-2-(5-phenyl-1,4-diazepan-1-yl)pyrimidin-4-yl)-1H-indazol-5-amine ClC=1C(=NC(=NC1)N1CCNC(CC1)C1=CC=CC=C1)NC=1C=C2C=NNC2=CC1